The molecule is an organic heterotricyclic compound that is (4aR,8aR)-8a-methyl-4,4a,5,6,7,8,8a,9-octahydronaphtho[2,3-b]furan substituted by a methyl group, methylidene group and a hydroxy group at positions 3, 5 and 6S, respectively. It is a sesquiterpenoid isolated from the plant, Atractylodes lancea. It has a role as a mouse metabolite and a plant metabolite. It is a sesquiterpenoid, an organic heterotricyclic compound and an organic hydroxy compound. CC1=COC2=C1C[C@H]3C(=C)[C@H](CC[C@@]3(C2)C)O